N12CCC(CC1)(C2)C2=NOC[C@H](O2)CN2CCCCC2 |r| rac-3-(1-Azabicyclo[2.2.1]heptan-4-yl)-5-(piperidin-1-ylmethyl)-5,6-dihydro-1,4,2-dioxazine